CCN(CC(CS(=O)(=O)[O-])O)C1=CC(=CC(=C1)C)C.[Na+] N-Ethyl-N-(2-hydroxy-3-sulfopropyl)-3,5-dimethylaniline sodium salt